OC1=C(C=C(C=C1C)C1(CCCCCC1)C1=CC(=C(C(=C1)C)O)C)C 1,1-bis(4-hydroxy-3,5-dimethylphenyl)cycloheptane